C(C)OC1=C(C(=C(C(=C1O)OCC)OCC)C(C)(C)C1=CC=C(C=C1)O)OCC tetraethoxybisphenol A